C[Si](C=C[SiH2]C(N(C)C)N(C)C)(OC)C 1-dimethylmethoxysilyl-2-bis(dimethylamino)methylsilylethylene